N1(CC1)CCC(=O)O.N1(CC1)CCC(=O)O.N1(CC1)CCC(=O)O.OC(C(CO)CC)O 2-bishydroxymethylbutanol-tris[3-(1-aziridinyl) propionate]